(2R,4R) or (2S,4R)-1-(3-chlorophenethyl)-2-methyl-4-((4-(methylsulfonyl)phenoxy)methyl)pyrrolidine ClC=1C=C(CCN2[C@@H](C[C@H](C2)COC2=CC=C(C=C2)S(=O)(=O)C)C)C=CC1 |o1:7|